6-Chloro-3-[(1R)-1-[3,6-dimethyl-2-(2-methylpyrazolo[3,4-b]pyridin-5-yl)-4-oxo-chromen-8-yl]ethoxy]pyridine-2-carboxamide ClC1=CC=C(C(=N1)C(=O)N)O[C@H](C)C=1C=C(C=C2C(C(=C(OC12)C1=CC=2C(N=C1)=NN(C2)C)C)=O)C